FC1(CCCCC1)CNC=1N=CC2=C(N1)NC=C2C=2C=C1N=CC=NC1=CC2 N-((1-fluorocyclohexyl)methyl)-5-(quinoxalin-6-yl)-7H-pyrrolo[2,3-d]pyrimidin-2-amine